C(C)(C)(C)OC(=O)N[C@@H](C(C)C)C(=O)O N-(tert-butoxycarbonyl)-L-valyl alcohol